(9-((2R,6S)-6-(hydroxymethyl)-4-tritylmorpholin-2-yl)-6-oxo-6,9-dihydro-1H-purin-2-yl)isobutyramide OC[C@H]1O[C@H](CN(C1)C(C1=CC=CC=C1)(C1=CC=CC=C1)C1=CC=CC=C1)N1C=2N=C(NC(C2N=C1)=O)C(C(=O)N)(C)C